di-n-octylammonium di-n-octyldithiocarbamate C(CCCCCCC)N(C([S-])=S)CCCCCCCC.C(CCCCCCC)[NH2+]CCCCCCCC